ClC1=C2C(=NN(C2=CC=C1)S(=O)(=O)C=1C=NC(=CC1)C(C)(F)F)N1CC(C(C1)(F)F)(F)F 4-Chloro-1-[[6-(1,1-difluoroethyl)-3-pyridyl]sulfonyl]-3-(3,3,4,4-tetrafluoropyrrolidin-1-yl)indazole